[Nd].C(C)(C)N(C=1N=CC(=NC1C)C(=O)N)C 5-(isopropyl-(methyl)amino)-6-methylpyrazine-2-carboxamide neodymium